FC=1C(=NC=C(C1)OC1=NC=C(C=C1)F)N 3-fluoro-5-((5-fluoropyridin-2-yl)oxy)pyridin-2-amine